N-(5-hydroxypentyl)ethanolamine OCCCCCNCCO